Cl.NC1=CC(=NC=N1)NC1=CC(=C2N(C1=O)C1(CCC(CC1)(F)F)NC2=O)Cl 6-[(6-aminopyrimidin-4-yl)amino]-8-chloro-4',4'-difluoro-spiro[2H-imidazo[1,5-a]pyridine-3,1'-cyclohexane]-1,5-dione hydrochloride